(S)-6-bromo-N-(oxetan-2-ylmethyl)pyridine-3,4-diamine BrC1=CC(=C(C=N1)NC[C@H]1OCC1)N